CN1CCC2=C(CC1)C=C(N=C2)NC(C(C)(C)C)=O N-(7-methyl-6,7,8,9-tetrahydro-5H-pyrido[3,4-d]azepin-3-yl)pivalamide